ClC=1C=C2C(=CC1C)NC([C@@]21CN(CC1)C(CO)=O)=O (R)-5-chloro-1'-(2-hydroxyacetyl)-6-methylspiro[indoline-3,3'-pyrrolidin]-2-one